BrC1=C(C(=C(C2=C1N=NS2)Br)[N+](=O)[O-])[N+](=O)[O-] 4,7-dibromo-5,6-dinitrobenzothiadiazole